N-(4-(1-(2-aminoisonicotinoyl)-3-methyl-1,2,3,6-tetrahydropyridin-4-yl)-1H-pyrrolo[2,3-b]pyridin-6-yl)cyclopropylcarboxamide NC=1C=C(C(=O)N2CC(C(=CC2)C2=C3C(=NC(=C2)NC(=O)C2CC2)NC=C3)C)C=CN1